CS(=O)(=O)OCCC(F)(F)OC1=C(C=C2C(=N1)N(C=C2)COCC[Si](C)(C)C)Br 3-[(5-bromo-1-[[2-(trimethylsilyl)ethoxy]methyl]-1H-pyrrolo[2,3-b]pyridin-6-yl)oxy]-3,3-difluoropropyl methanesulfonate